ClC1=C(C=CC=C1Cl)C=1C(N(C(N(C1)CC(N1CCC(CC1)N1C(NC2=C(CC1)C=CC=C2)=O)=O)=O)CC)=O 5-(2,3-dichloro-phenyl)-3-ethyl-1-{2-oxo-2-[4-(2-oxo-1,2,4,5-tetrahydro-benzo[d][1,3]diazepin-3-yl)-piperidin-1-yl]-ethyl}-1H-pyrimidine-2,4-dione